potassium (S)-((1,1-dioxidohexahydro-5H-isothiazolo[2,3-a]pyrazin-5-yl)methyl)trifluoroborate O=S1(CC[C@@H]2N1CCN(C2)C[B-](F)(F)F)=O.[K+]